COC1=CC=C(C=C1)C1=CC(=C2C=CC(=CC=C12)Cl)C(F)(F)F 1-(4-methoxyphenyl)-3-trifluoromethyl-6-chloroazulene